CO[C@H]1CC[C@H](CC1)NC1=NN2C(C=N1)=C(C=C2)C=2C=NC=1N(C2)C(=CN1)C N-(cis-4-methoxycyclohexyl)-5-(3-methylimidazo[1,2-a]pyrimidin-6-yl)pyrrolo[2,1-f][1,2,4]triazin-2-amine